1-(1-bromo-2,2,2-trifluoroethyl)-3-fluorobenzene BrC(C(F)(F)F)C1=CC(=CC=C1)F